CN(C(CCCC)=O)C=1SC=CN1 N-methyl-N-(1,3-thiazol-2-yl)pentanamide